tert-butyl (2-fluoro-4-(4,4,5,5-tetramethyl-1,3,2-dioxaborolan-2-yl)benzyl)carbamate FC1=C(CNC(OC(C)(C)C)=O)C=CC(=C1)B1OC(C(O1)(C)C)(C)C